ClC1=C(C=C(C=C1)C1=CN(C(C=C1)=O)C(C)C)CC(C(=O)NC1=CC=C(C=C1)C1=NN=CN1C)NC(=O)C=1C(=NC=CC1)C N-[1-[[2-chloro-5-(1-isopropyl-6-oxo-3-pyridyl)phenyl]methyl]-2-[4-(4-methyl-1,2,4-triazol-3-yl)anilino]-2-oxo-ethyl]-2-methyl-pyridine-3-carboxamide